1-tetrahydropyran-2-yl-indazol-6-amine O1C(CCCC1)N1N=CC2=CC=C(C=C12)N